1-chloroethylstyrene ClC(C)C=CC1=CC=CC=C1